C(CC)N1N=CC=C1 1-propyl-1H-pyrazol